pinacol vinyl-boronate C(=C)B(O)O.OC(C)(C)C(C)(C)O